CC1=C(C=CC=C1)NC1=CC=C(C=C1)NC(CC)C N-(2-methyl-phenyl)-N'-1-methylpropyl-1,4-phenylenediamine